ethyl 4-(3H-[1,2,3]triazolo[4,5-b]pyridin-3-yl)benzoate N1=NN(C2=NC=CC=C21)C2=CC=C(C(=O)OCC)C=C2